2-chloro-N-(2-(methoxymethyl)phenyl)-5-(trifluoroethyl)pyrimidine-4-amine ClC1=NC=C(C(=N1)NC1=C(C=CC=C1)COC)CC(F)(F)F